CC1=C(C(CC1)=O)\C=C/CCC 3-methyl-2-(2-cis-penten-1-yl)-2-cyclopenten-1-one